ClC=1C(=CC2=C(N(C=N2)[C@@H]2C(C2)(F)F)C1)I 6-chloro-1-[(1S)-2,2-difluorocyclopropyl]-5-iodo-1,3-benzodiazole